FC(CCN1N=C(C=C1)C(=O)N)(F)F (3,3,3-trifluoropropyl)-1H-pyrazole-3-carboxamide